tert-butyl N-(7-bromoimidazo[2,1-f][1,2,4]triazin-4-yl)-N-tert-butoxycarbonylcarbamate BrC1=CN=C2C(=NC=NN21)N(C(OC(C)(C)C)=O)C(=O)OC(C)(C)C